3-fluoro-7-methoxy-4-(5-methyl-1-(tetrahydro-2H-pyran-2-yl)-1H-indazol-4-yl)quinoline 1-oxide FC=1C=[N+](C2=CC(=CC=C2C1C1=C2C=NN(C2=CC=C1C)C1OCCCC1)OC)[O-]